[NH4+].[NH4+].[O-][W](=O)(=O)[O-] ammonium tungstate